C(C)(C)C1=C(C=CC=C1)\N=C\1/SCC(N1\N=C\C1=CC=C(C=C1)C1=CC(=NC=N1)NC(C1=CC=C(C=C1)OC(F)(F)F)=O)=O N-[6-[4-[(E)-[(2Z)-2-(2-isopropylphenyl)imino-4-oxo-thiazolidin-3-yl]iminomethyl]phenyl]pyrimidin-4-yl]-4-(trifluoromethoxy)benzamide